N-(5-((6-((R)-3-(3,4-difluorophenyl)-isoxazolidine-2-yl)pyrimidine-4-yl)amino)-2-(4-(4-isopropylpiperazine-1-yl)piperidine-1-yl)-4-methoxyphenyl)acrylamide FC=1C=C(C=CC1F)[C@@H]1N(OCC1)C1=CC(=NC=N1)NC=1C(=CC(=C(C1)NC(C=C)=O)N1CCC(CC1)N1CCN(CC1)C(C)C)OC